CS(=O)(=N)C1=C(C=CC=C1)C1=NN2C(=NC=3C=CC=CC3C2=N1)N[C@H]1C(NCCCC1)=O (3R)-3-({2-[2-(methanesulfonimidoyl)phenyl][1,2,4]triazolo[1,5-c]quinazolin-5-yl}amino)azepan-2-one